FC=1C(=C(NC2=C(NC3=C2C(NCC3)=O)C3=C(C=NC=C3)OC(CC3=CC=CC=C3)C)C=CC1)OC 3-(3-fluoro-2-methoxyanilino)-2-(3-{[1-phenylpropan-2-yl]oxy}pyridin-4-yl)-1,5,6,7-tetrahydro-4H-pyrrolo[3,2-c]pyridin-4-one